FC=1C=C(C=NC1)[C@H](CNCCCC1CCC(CC1)OC)O (R)-1-(5-fluoropyridin-3-yl)-2-((3-((1R,4S)-4-methoxycyclohexyl)propyl)amino)ethan-1-ol